COC=1C=C2CCNCC2=CC1NC1=NC2=CC=CC=C2C=N1 2-[(6-methoxy-1,2,3,4-tetrahydroisoquinolin-7-yl)amino]quinazolin